lithium propylamide C(CC)[NH-].[Li+]